tetracontyl methacrylate C(C(=C)C)(=O)OCCCCCCCCCCCCCCCCCCCCCCCCCCCCCCCCCCCCCCCC